ClC=1C=C(C(=O)N2CC=3N(CC2)C(N(C3C(=O)NCC3=CC=C(C=C3)F)C3=CC=C(C=C3)OC)=O)C=CC1Cl 7-(3,4-dichlorobenzoyl)-N-[(4-fluorophenyl)methyl]-2-(4-methoxyphenyl)-3-oxo-6,8-dihydro-5H-imidazo[1,5-a]pyrazine-1-carboxamide